N6-(4-(2-(1-methylpiperidin-4-yl)ethyl)benzyl)isoquinoline-1,6-diamine dihydrochloride Cl.Cl.CN1CCC(CC1)CCC1=CC=C(CNC=2C=C3C=CN=C(C3=CC2)N)C=C1